2-butyryl-5-(2-ethylsulfanyl-propyl)-3-hydroxy-cyclohex-2-enone C(CCC)(=O)C=1C(CC(CC1O)CC(C)SCC)=O